5-(2-aminopyrimidin-5-yl)oxolan-3-yl N-[(2S)-4,4,4-trifluorobutan-2-yl]carbamate FC(C[C@H](C)NC(OC1COC(C1)C=1C=NC(=NC1)N)=O)(F)F